BrC=1C=C2C(=CC(=NC2=CC1)C1CC1)O 6-bromo-2-cyclopropylquinolin-4-ol